C1=CC=CC=2C3=CC=CC=C3C(C12)COC(N[C@H](C(=O)N(CC(CC)C)CC(OC)OC)C)=O.C1(=CC=CC=C1)C(CCN1CCCC1)=O 1-phenyl-3-(pyrrolidin-1-yl)propan-1-one (9H-fluoren-9-yl)methyl-(2S)-1-((2,2-dimethoxyethyl)(2-methylbutyl)amino)-1-oxopropan-2-ylcarbamate